(7S)-7-tert-butyl-N-[(1R)-1-[6-(dimethylsulfamoylamino)-3-pyridyl]-3-(5-oxo-1,4-diazepan-1-ium-1-yl)propyl]-5,6,7,8-tetrahydrothiazolo[5,4-b]quinoline-2-carboxamide C(C)(C)(C)[C@@H]1CC=2C=C3C(=NC2CC1)SC(=N3)C(=O)N[C@H](CC[NH+]3CCNC(CC3)=O)C=3C=NC(=CC3)NS(N(C)C)(=O)=O